thiol-thione S1(C=CC=C1)=S